2-{[3-(diethylamino)propoxycarbonyloxy]methyl}propyl (9Z,12Z)-9,12-octadecadienoate C(CCCCCCC\C=C/C\C=C/CCCCC)(=O)OCC(C)COC(=O)OCCCN(CC)CC